N-butylcarbazoleformic acid C(CCC)N1C2=CC=CC=C2C=2C=CC=C(C12)C(=O)O